2'-ethoxy-5-((R)-4-(6-ethoxy-2-(trifluoromethyl)nicotinoyl)-2-ethylpiperazin-1-yl)[2,3'-bipyridin] C(C)OC1=NC=CC=C1C1=NC=C(C=C1)N1[C@@H](CN(CC1)C(C1=C(N=C(C=C1)OCC)C(F)(F)F)=O)CC